FC1(OC2=C(O1)C=CC(=C2)N(C(=O)C=2C=C(C=CC2)N2N=C(C=C2OCC2=CC=C(C(=O)OC(C)(C)C)C=C2)C(F)(F)F)C)F tert-butyl 4-[[2-[3-[(2,2-difluoro-1,3-benzodioxol-5-yl)-methyl-carbamoyl]phenyl]-5-(trifluoromethyl)pyrazol-3-yl]oxymethyl]benzoate